N-(2-(dimethylamino)ethyl)-3-(4-phenyl-1H-imidazol-2-yl)-1H-indazole-5-carboxamide CN(CCNC(=O)C=1C=C2C(=NNC2=CC1)C=1NC=C(N1)C1=CC=CC=C1)C